3-{[(2R)-4-methyl-5-oxomorpholin-2-yl]methoxy}-5-(5-methyl-1,3-thiazol-2-yl)benzoic acid methyl ester COC(C1=CC(=CC(=C1)C=1SC(=CN1)C)OC[C@H]1CN(C(CO1)=O)C)=O